(R)-2-{1,1-dimethyl-3-[(1r,4S)-4-hydroxycyclohexyl]propylamino}-1-(o-fluorophenyl)-1-ethanol CC(CCC1CCC(CC1)O)(C)NC[C@H](O)C1=C(C=CC=C1)F